7-bromo-6-fluoro-3-(3-methoxy-3-oxopropyl)-1H-indole-2-carboxylic acid methyl ester COC(=O)C=1NC2=C(C(=CC=C2C1CCC(=O)OC)F)Br